[Br-].C(CCCCCCC)[N+](C)(CCO)CCO octylbis(2-hydroxyethyl)methyl-ammonium bromide